N-(5-fluoro-1H-indol-3-yl)-5-(4-methoxyphenyl)isoindoline-2-carboxamide FC=1C=C2C(=CNC2=CC1)NC(=O)N1CC2=CC=C(C=C2C1)C1=CC=C(C=C1)OC